2-[4-[(E)-3-[3-[(2-Chlorobenzoyl)amino]phenyl]prop-2-enoyl]phenoxy]propanoic acid ClC1=C(C(=O)NC=2C=C(C=CC2)/C=C/C(=O)C2=CC=C(OC(C(=O)O)C)C=C2)C=CC=C1